trans-cyclobutyl-(5-(2-(piperidin-4-ylmethylamino)cyclopropyl)indolin-1-yl)methanone C1(CCC1)C(=O)N1CCC2=CC(=CC=C12)[C@H]1[C@@H](C1)NCC1CCNCC1